5-(2-chlorophenoxy)-6-fluoro-3-((3-fluoro-2-methylbenzyl)amino)-4H-benzo[e][1,2,4]thiadiazine 1,1-dioxide ClC1=C(OC2=C(C=CC3=C2NC(=NS3(=O)=O)NCC3=C(C(=CC=C3)F)C)F)C=CC=C1